7-chloro-3-(3-(5-isopropyl-2-methylphenoxy)propyl)benzo[d][1,2,3]triazin-4(3H)-one ClC=1C=CC2=C(N=NN(C2=O)CCCOC2=C(C=CC(=C2)C(C)C)C)C1